(+)-2-[2-[(p-chloro-α-methyl-α-phenylbenzyl)oxy]ethyl]-1-methylpyrrolidine hydrogen fumarate C(\C=C\C(=O)O)(=O)O.ClC1=CC=C(C(C2=CC=CC=C2)(C)OCCC2N(CCC2)C)C=C1